C1(CC1)OC1=CC=C(CNCC2=C(CNC3N(CCCC3)C(=O)[O-])C=C(C=C2)F)C=C1 [2-[[(4-cyclopropyloxybenzyl)amino]methyl]-5-fluorobenzyl]aminopiperidine-1-carboxylate